BrC=1C=C2C(=NC=NN2C1)N1CC(CC1)OCCN1CCCCC1 6-bromo-4-[3-[2-(1-piperidinyl)ethoxy]pyrrolidin-1-yl]pyrrolo[2,1-f][1,2,4]triazine